C(C=C)(=O)N1C[C@@H](N(CC1)C=1C2=C(N(C(N1)=O)C=1C(=NC=CC1C)C(C)C)N=C(C(=C2)C#N)C2=C(C=CC=C2)F)C (S)-4-(4-acryloyl-2-methylpiperazin-1-yl)-7-(2-fluorophenyl)-1-(2-isopropyl-4-methylpyridin-3-yl)-2-oxo-1,2-dihydropyrido[2,3-d]pyrimidine-6-carbonitrile